(6,6'-Dimethoxybiphenyl-2,2'-diyl)bis[bis(3,5-dimethyl-4-methoxy-phenyl)-phosphine] COC1=CC=CC(=C1C1=C(C=CC=C1OC)P(C1=CC(=C(C(=C1)C)OC)C)C1=CC(=C(C(=C1)C)OC)C)P(C1=CC(=C(C(=C1)C)OC)C)C1=CC(=C(C(=C1)C)OC)C